CS(=O)(=O)N1C=C(C=C1)C(=O)NCC(=O)NC=1SC=C(N1)C1CNCCC1 2-[(1-methanesulfonyl-1H-pyrrol-3-yl)formamido]-N-[4-(piperidin-3-yl)-1,3-thiazol-2-yl]acetamide